NC1=C2N=CN(C2=NC(=N1)C(=O)N)[C@@H]1CC[C@@H](CC1)C(NC=1SC=C(N1)C)=O 6-amino-9-{cis-4-[(4-methyl-1,3-thiazol-2-yl)carbamoyl]cyclohexyl}-9H-purine-2-carboxamide